ClC1=C(C=CC(=C1)F)C#CC1CN(C1)C(=O)N1CCN(CC1)C=1OC=2C(=NC(=CC2)Cl)N1 [3-[2-(2-chloro-4-fluorophenyl)ethynyl]azetidin-1-yl]-[4-(5-chloro-[1,3]oxazolo[4,5-b]pyridin-2-yl)piperazin-1-yl]methanone